NC1=NC=CC=C1C=1C(=NC=CC1)N 2,2'-diamino-3,3'-bipyridine